CC1=C(SC=C1)C=O 3-Methyl-2-thiophenecarbaldehyde